CN=CC1=C(C=C(C=C1)C1=CC=NC=C1)O 2-((methylimino)methyl)-5-(pyridin-4-yl)phenol